BrC=1C=C(CN2C(=NOC2=O)C2=NON=C2NCCBr)C=CC1 4-(3-bromobenzyl)-3-(4-((2-bromoethyl)amino)-1,2,5-oxadiazol-3-yl)-1,2,4-oxadiazol-5(4H)-one